n-[(benzyloxy)carbonyl]glycylglycine C1=CC=C(C=C1)COC(=O)NCC(=O)NCC(=O)O